C(C1=CC=CC=C1)NC(C[N+]1(CCCCCC1)CC(=O)NC1=C(SC=C1C)C(=O)N1CCN(CC1)C(=O)OC(C)(C)C)=O 1-(2-(benzylamino)-2-oxoethyl)-1-(2-((2-(4-(tert-butoxycarbonyl)piperazine-1-carbonyl)-4-methylthiophen-3-yl)amino)-2-oxoethyl)azepan-1-ium